3-[(2S)-1-benzyloxycarbonylpiperazin-2-yl]propanoic acid C(C1=CC=CC=C1)OC(=O)N1[C@H](CNCC1)CCC(=O)O